2-bromo-4-(2,2-dimethylpropylsulfonyl)-6-nitro-aniline BrC1=C(N)C(=CC(=C1)S(=O)(=O)CC(C)(C)C)[N+](=O)[O-]